FC=1C=C2C(=NC1)CCCO2 7-fluoro-3,4-dihydro-2H-pyrano[3,2-b]pyridine